BrCC1(CN(CC1)C(=O)OC(C)(C)C)CBr tert-butyl 3,3-bis(bromomethyl)pyrrolidine-1-carboxylate